BrC=1C=C2CN(C(C2=CC1)=O)C1=NC(=CC=C1)C1=NN=CN1C(C)C 5-bromo-2-(6-(4-isopropyl-4H-1,2,4-triazol-3-yl)pyridin-2-yl)isoindolin-1-one